N-[1-(dicyclopropylmethyl)-2-[[5-[3,5-dimethyl-1-(2-trimethylsilylethoxymethyl)pyrazol-4-yl]-6-methyl-2-pyridyl]amino]-2-oxo-ethyl]-2-ethyl-pyrazole-3-carboxamide C1(CC1)C(C(C(=O)NC1=NC(=C(C=C1)C=1C(=NN(C1C)COCC[Si](C)(C)C)C)C)NC(=O)C=1N(N=CC1)CC)C1CC1